7-benzyl-4-methyl-2-oxo-1H-1,7-naphthyridin-7-ium bromide [Br-].C(C1=CC=CC=C1)[N+]1=CC=C2C(=CC(NC2=C1)=O)C